OC1C(CN(C1=O)C)C(=O)NC1=C(C=CC(=C1)OC1=CC=C(C=C1)C(F)(F)F)OC 4-hydroxy-N-(2-methoxy-5-(4-(trifluoromethyl)phenoxy)phenyl)-1-methyl-5-oxopyrrolidine-3-carboxamide